ClC=1C=CC(=NC1)NC(=O)N1C(CC(C1)(O)CC)C(=O)N N1-(5-chloropyridin-2-yl)-4-ethyl-4-hydroxypyrrolidine-1,2-dicarboxamide